methyl 7-cyclopropyl-9-(((trifluoromethyl)sulfonyl)oxy)-6,7-dihydro-5H-benzo[7]annulene-3-carboxylate C1(CC1)C1CCC2=C(C(=C1)OS(=O)(=O)C(F)(F)F)C=CC(=C2)C(=O)OC